FC1=CC=C(C(=O)NC2=CC=C(C3=CC=CC=C23)NC(CC(C)C)=O)C=C1 4-fluoro-N-(4-(3-methylbutanamido)naphthalen-1-yl)benzamide